C(C1=C(C(=NN1C1CCOCC1)OCCCO)[N+](=O)[O-])([2H])([2H])[2H] 3-((5-(methyl-d3)-4-nitro-1-(tetrahydro-2H-pyran-4-yl)-1H-pyrazol-3-yl)oxy)propan-1-ol